C1OC=2C=C(C=CC2O1)C1=NC(=NC(=N1)C(Cl)(Cl)Cl)C(Cl)(Cl)Cl 2-(3,4-methylenedioxyphenyl)-4,6-bis(trichloromethyl)-1,3,5-triazine